C(C1=CC=CC=C1)N1C(C=2C=C(C(=NC2C=C1)C)C(=O)NCC1=NC=C(C=C1)F)=O 6-benzyl-N-((5-fluoropyridin-2-yl)methyl)-2-methyl-5-oxo-5,6-dihydro-1,6-naphthyridine-3-carboxamide